FC=1C=C(C=CC1C1=NN=CN1)C=1N=C2C(=NC1)NC(CN2CCOC)=O 6-(3-fluoro-4-(4H-1,2,4-triazol-3-yl)phenyl)-4-(2-methoxyethyl)-3,4-dihydropyrazino[2,3-b]pyrazin-2(1H)-one